C(C)(C)(C)C=1C=C2C(=CC1)N1C3=C2C=C(C=C3C=3C=C(C=CC13)C(C)(C)C)C1=C(N)C=CC=C1 2-(5,11-di-tert-butylindolo[3,2,1-jk]carbazol-2-yl)aniline